2-(2-chloro-5-isopropyl-phenyl)-4-[[5-(4-hydroxy-1-piperidyl)-2-pyridyl]amino]-6H-1,6-naphthyridin-5-one ClC1=C(C=C(C=C1)C(C)C)C1=NC=2C=CNC(C2C(=C1)NC1=NC=C(C=C1)N1CCC(CC1)O)=O